C(C)(C)(C)OC(=O)NCC1=CC(=C(C(=C1)C(NC([2H])([2H])[2H])=O)NC(=O)C1=CC2=C(OCCC3=C2SC=C3)C=C1C=1C(=NC(=CC1)C(NCCC)=O)C(=O)OC)C methyl 3-(9-((4-(((tert-butoxycarbonyl)amino)methyl)-2-methyl-6-((methyl-d3)carbamoyl)phenyl)carbamoyl)-4,5-dihydrobenzo[b]thieno[2,3-d]oxepin-8-yl)-6-(propylcarbamoyl)picolinate